IC1=CC=2C(=NC=CC2OC=2C(=NNC2)C2CCOCC2)N1C1=C(C=CC=C1)C 2-iodo-4-((3-(tetrahydro-2H-pyran-4-yl)-1H-pyrazol-4-yl)oxy)-1-tolyl-1H-pyrrolo[2,3-b]pyridine